C(=O)(O)C=1C=C(C=CC1O)CC(C(=O)[O-])=O 3-carboxy-4-hydroxyphenylpyruvate